[6-(5-Cyclopropyl-4H-1,2,4-triazol-3-yl)-2-azaspiro[3.3]heptan-2-yl]-[3-[4-[1-(hydroxymethyl)cyclopropyl]phenyl]azetidin-1-yl]methanone C1(CC1)C=1NC(=NN1)C1CC2(CN(C2)C(=O)N2CC(C2)C2=CC=C(C=C2)C2(CC2)CO)C1